C(C)OC(C(C1C(C2CCC2CC1)=O)=O)=O 2-oxo-2-(2-oxobicyclo[4.2.0]oct-3-yl)acetic acid ethyl ester